3-bromo-6-phenylmethoxypyrazolo[1,5-a]pyridine BrC=1C=NN2C1C=CC(=C2)OCC2=CC=CC=C2